N-(5-iodo-2-pyridinyl)-2,2,3,3-tetramethyl-cyclopropanecarboxamide IC=1C=CC(=NC1)NC(=O)C1C(C1(C)C)(C)C